N-(oxo(pyridin-2-yl)(trifluoromethyl)-λ6-sulfaneylidene)-4-(5-(trifluoromethyl)-1,2,4-oxadiazol-3-yl)benzamide O=S(=NC(C1=CC=C(C=C1)C1=NOC(=N1)C(F)(F)F)=O)(C(F)(F)F)C1=NC=CC=C1